OCC(=O)N(N)C 2-hydroxy-N-methyl-acethydrazide